COC=1C(=C(C(=NC1)C)[N+](=O)[O-])C1=CC=NC=C1 methoxy-2-methyl-3-nitro-4,4'-bipyridine